C(=O)(O)C=1NC(=CN1)C(=O)O 2,5-dicarboxyimidazole